n-hexyl 2-(4-diethylamino-2-hydroxybenzoyl)benzoate C(C)N(C1=CC(=C(C(=O)C2=C(C(=O)OCCCCCC)C=CC=C2)C=C1)O)CC